BrC1=CN=C2C(=N1)N(N=N2)C(C)C=2C(=C1C=C(C=NC1=CC2F)C=2C=NN(C2)C)F 6-(1-(6-bromo-1H-[1,2,3]triazolo[4,5-b]pyrazin-1-yl)ethyl)-5,7-difluoro-3-(1-methyl-1H-pyrazol-4-yl)quinoline